FC(C=CC1=C(C(=O)N)C=CC=C1)(C(O[Si](CC)(CC)CC)C1=C(C=CC=C1)[N+](=O)[O-])F 2-(3,3-difluoro-4-(2-nitrophenyl)-4-((triethylsilyl)oxy)buten-1-yl)benzamide